4-[AMINO(TETRAHYDROPYRAN-4-YL)AMINO]-2-CHLORO-N-(2,4,6-TRIFLUOROPHENYL)PYRIMIDINE-5-CARBOXAMIDE NN(C1=NC(=NC=C1C(=O)NC1=C(C=C(C=C1F)F)F)Cl)C1CCOCC1